BrC1=C(C(=CC=C1)F)N1CCC(CC1)N1C(N(C=2C([C@H]1C)=CN(N2)C2CC2)CC2=C(C=CC=C2)C(F)(F)F)=O (R)-5-[1-(2-Bromo-6-fluoro-phenyl)-piperidin-4-yl]-2-cyclopropyl-4-methyl-7-(2-trifluoromethyl-benzyl)-2,4,5,7-tetrahydro-pyrazolo[3,4-d]pyrimidin-6-on